5,6-dichloro-N-(4-chloro-1H-indol-6-yl)-1-(3-methoxypropyl)-1H-benzo[d]imidazol-2-amine ClC1=CC2=C(N(C(=N2)NC2=CC(=C3C=CNC3=C2)Cl)CCCOC)C=C1Cl